5-(2-(4-methoxy-3-methylphenylamino)-5-fluoropyrimidin-4-ylamino)-7-methylbenzo[d]oxazol-2(3H)-one trifluoroacetate salt FC(C(=O)O)(F)F.COC1=C(C=C(C=C1)NC1=NC=C(C(=N1)NC=1C=C(C2=C(NC(O2)=O)C1)C)F)C